CN(C)C[C@@H]1N(CCC1)C1=CC(=C(C=C1[N+](=O)[O-])NC1=NC=CC(=N1)C1=CC(C2=NC(=CC=C21)C)(C)C)OC (R)-N-(4-(2-((Dimethylamino)methyl)pyrrolidin-1-yl)-2-methoxy-5-nitrophenyl)-4-(2,7,7-trimethyl-7H-cyclopenta[b]pyridin-5-yl)pyrimidin-2-amine